C(#N)CCO[C@@](C(CO)N)(O)P(=O)(C(C)C)C(C)C cyanoethoxydiisopropylphosphinyl-(R)-2-amino-1,3-propanediol